FC=1C=2N(C=C(C1)NC(=O)C1=CC=C(C3=CN(N=C13)C)N1C3CC(C1)(C3)NC(OC(C)(C)C)=O)C=C(N2)C tert-butyl N-{2-[7-({8-fluoro-2-methylimidazo[1,2-a]pyridin-6-yl}carbamoyl)-2-methylindazol-4-yl]-2-azabicyclo[2.1.1]hexan-4-yl}carbamate